ClC=1C=C(C=CC1Cl)NC(=O)C1=NC2=C(N1)C=CC=C2 N-(3,4-dichlorophenyl)-1H-benzo[D]imidazole-2-carboxamide